C(CCC)OCC/1=NOC(\C1=C/C=1SC(=CC1)N(C)C)=O (Z)-3-(butoxymethyl)-4-((5-(dimethylamino)thiophen-2-yl)methylene)isoxazol-5(4H)-one